CS(=O)(=O)C(C)N1N=C(C=C1)C(=O)O[Li] [1-(1-methylsulfonylethyl)pyrazole-3-carbonyl]oxylithium